N[C@@H](CO)C(=O)Cl serin chloride